ClC1=NC(=CC(=C1)OCC1=CC=C(C=C1)OC)OCC1=CC=C(C=C1)OC 2-chloro-4,6-bis[(4-methoxyphenyl)methoxy]pyridine